4-((5-chloropyridin-2-yl)oxy)benzonitrile ClC=1C=CC(=NC1)OC1=CC=C(C#N)C=C1